3,3'-dithiobis(2-aminopropanoic acid) NC(C(=O)O)CSSCC(C(=O)O)N